FC(F)(F)C1(OCCO1)C(F)(F)F bis(triFluoromethyl)-1,3-dioxolane